(4-Chlorophenyl)-3-(2-(pyridine-3-yl)ethyl)-7H-[1,2,4]triazolo[3,4-b][1,3,4]thiadiazine ClC1=CC=C(C=C1)C1=NN2C(SC1)=NN=C2CCC=2C=NC=CC2